propyl-sulphonate C(CC)S(=O)(=O)[O-]